C[C@H]1N(CCOC1)C=1C=C(C=2N(N1)C=NC2)CC#N 2-{2-[(3R)-3-methylmorpholin-4-yl]imidazo[1,5-b]pyridazin-4-yl}acetonitrile